FC(C1=CC=C(C(=O)C=2C(=NC=CN2)N2CCN(CC2)C(C=C)=O)C=C1)(F)F 1-(4-(3-(4-(trifluoromethyl)benzoyl)pyrazin-2-yl)piperazin-1-yl)prop-2-en-1-one